C1(CC1)NC(CN1C(NC2=NC=C(C=C21)C2=CC(=C(C=C2)OC)C)=O)=O N-Cyclopropyl-2-[6-(4-methoxy-3-methylphenyl)-2-oxo-3H-imidazo[4,5-b]pyridin-1-yl]acetamid